ClC1=CC=C(C=C1)C1=N[C@H](C=2N(C3=C1C(=C(S3)C)C)C(=NN2)C)CC(=O)NCCCCNC(\C=C\C=2C=NC=CC2)=O (6S)-4-(4-chlorophenyl)-N-[4-[[(2E)-3-(3-pyridinyl)-1-oxo-2-propen-1-yl]amino]butyl]-2,3,9-trimethyl-6H-thieno[3,2-f][1,2,4]triazolo[4,3-a][1,4]diazepine-6-acetamide